CNCCO N-Methyl-EthanolAmine